C(C)OC([C@@H](C1=C2N(C=N1)CCC2)N2C(C1=CC(=CC(=C1C2)F)Br)=O)=O |r| (2RS)-2-(6-bromo-4-fluoro-1-oxo-isoindolin-2-yl)-2-(6,7-dihydro-5H-pyrrolo[1,2-c]imidazol-1-yl)acetic acid ethyl ester